BrC1=CC=C2CCC(N(C2=C1)CC1=CC=C(C=C1)OC)=O 7-bromo-1-[(4-methoxyphenyl)methyl]-3,4-dihydroquinolin-2-one